N-(4-methyl-3-(4-methyl-2-(methylamino)-8,9-dihydroimidazo[1',2':1,6]pyrido[2,3-d]pyrimidin-6-yl)phenyl)-4-(trifluoromethyl)picolinamide CC1=C(C=C(C=C1)NC(C1=NC=CC(=C1)C(F)(F)F)=O)C1=CC2=C(N=C(N=C2C)NC)N2C1=NCC2